6,7,8,9-tetrahydrothieno[2,3-c]quinolin-4(5H)-one C1=CSC=2C(NC=3CCCCC3C21)=O